Tributyl borate (borate) B(O)(O)O.B(OCCCC)(OCCCC)OCCCC